COC1=C(C(=CC(=C1OC)OC)C(=O)OC)C(=O)OC 1,2-Dimethyl 3,4,5-trimethoxy-1,2-benzenedicarboxylate